(2,2-dimethyl-2,3-dihydropyrazolo[5,1-b]oxazol-6-yl)methanol CC1(CN2C(O1)=CC(=N2)CO)C